C(C1CO1)OCC1CO1 glycidyl ether